3-fluoro-4-(((6-(pyrrolidin-3-ylamino)pyridin-2-yl)oxy)methyl)benzonitrile trifluoroacetic acid salt FC(C(=O)O)(F)F.FC=1C=C(C#N)C=CC1COC1=NC(=CC=C1)NC1CNCC1